(1R,2R)-2-fluoro-N-(5-(4-methyl-1H-pyrrolo[2,3-b]pyridin-5-yl)pyrazolo[1,5-a]pyridin-2-yl)cyclopropane-1-carboxamide F[C@H]1[C@H](C1)C(=O)NC1=NN2C(C=C(C=C2)C=2C(=C3C(=NC2)NC=C3)C)=C1